C(CCC)C1=NN(C(=C1O)C(C)(C)C)C(C)C Butyl-5-tert-butyl-4-hydroxy-1-isopropyl-pyrazol